C(C1=CC=CC=C1)OC1=C(C(=CC(=C1)O)O)C(=O)N1CC2=CC=CC(=C2C1)CNC1(COC1)C (2-(Benzyloxy)-4,6-dihydroxyphenyl)(4-(((3-methyloxetan-3-yl)amino)methyl)isoindolin-2-yl)methanone